1-fluoro-4-(anilino)cyclohexane-1-carbaldehyde FC1(CCC(CC1)NC1=CC=CC=C1)C=O